4-[2-(tert-Butyl 5-methoxy-2-nitro-phenyl)-propylamino]-piperidine-1-carboxylate C(C)(C)(C)C=1C(=C(C=C(C1)OC)C(CNC1CCN(CC1)C(=O)[O-])C)[N+](=O)[O-]